OC1=C2C3C(C(OC2=CC(=C1C(=O)[N@]1C(C1)C)CCCCC)(C)C)CCC(=C3)C (1-hydroxy-6,6,9-trimethyl-3-pentyl-6a,7,8,10a-tetrahydro-6H-benzo[c]chromen-2-yl)((R)-2-methylaziridin-1-yl)methanone